(S)-1-phenylethanesulfonic acid C1(=CC=CC=C1)[C@H](C)S(=O)(=O)O